N-(4-methoxypyridin-2-yl)pyridin-2-amine COC1=CC(=NC=C1)NC1=NC=CC=C1